N-(phosphocarboxymethyl)glycine P(=O)(O)(O)C(NCC(=O)O)C(=O)O